CC1=NC2=CC=CC=C2C(=N1)NC(C)C1=CC(=CC(=C1)C(F)(F)F)[N+](=O)[O-] 2-Methyl-4-((1-(3-nitro-5-(trifluoromethyl)phenyl)ethyl)amino)quinazoline